(3S,4S)-4-(5-chloro-1-methyl-pyrazol-4-yl)-N-(2,4-difluorophenyl)-1-methyl-2-oxo-pyrrolidine-3-carboxamide ClC1=C(C=NN1C)[C@@H]1[C@H](C(N(C1)C)=O)C(=O)NC1=C(C=C(C=C1)F)F